Diethyl [(4-chlorobenzenesulfonyl)(fluoro)methyl]phosphonate ClC1=CC=C(C=C1)S(=O)(=O)C(F)P(OCC)(OCC)=O